bis(2-ethylhexyl) benzene-1,4-dicarboxylate C1(=CC=C(C=C1)C(=O)OCC(CCCC)CC)C(=O)OCC(CCCC)CC